ClCC1(C(C(CC1)CC1=CC=C(C=C1)C)(O)CN1N=CN=C1)C 2-chloromethyl-2-methyl-5-(p-tolylmethyl)-1-(1,2,4-triazol-1-ylmethyl)cyclopentanol